OC1=CC2=C(N=C(O2)N[C@@H]2C[C@H](CC2)NC(OC(C)(C)C)=O)C=C1 tert-butyl ((1S,3S)-3-((6-hydroxybenzo[d]oxazol-2-yl)amino)cyclopentyl)carbamate